5-chloro-1-(2,2-difluoroethyl)-4-nitro-1H-pyrazole ClC1=C(C=NN1CC(F)F)[N+](=O)[O-]